O=C1NC(CCC1N1C(C2=CC=CC(=C2C1)N(C1CCC(CC1)NC(OC(C)(C)C)=O)CCCO)=O)=O tert-butyl ((1r,4r)-4-((2-(2,6-dioxopiperidin-3-yl)-1-oxoisoindolin-4-yl)(3-hydroxypropyl)amino)cyclohexyl)carbamate